NC1=CC(=C(C(=O)NC2=CC=3N(C(=N2)N2CCC(CC2)(F)F)C=CN3)C=C1)N1CC[Si](CC1)(C)C 4-Amino-N-(5-(4,4-difluoropiperidin-1-yl)imidazo[1,2-c]pyrimidin-7-yl)-2-(4,4-dimethyl-1,4-azasilinan-1-yl)benzamide